C(C)(C)(C)N=P1(N(C(C2=C(C(=C(C(=C2F)F)F)F)N1C)(F)F)C)N(CC)CC 2-tert-butylimino-2-diethylamino-1,3-dimethylperfluoro-1,3,2-diazaphosphinobenzene